(E)-ethyl (2-cyano-2-(2-(3,5-dichloro-4-((3,4-dihydro-2H-benzo[4,5]imidazo[2,1-b][1,3]oxazin-7-yl)oxy)phenyl)hydrazono)acetyl)carbamate C(#N)\C(\C(=O)NC(OCC)=O)=N/NC1=CC(=C(C(=C1)Cl)OC1=CC2=C(N=C3OCCCN32)C=C1)Cl